COCC1=NC2=CC(=CC(=C2N=C1)C=1SC2=C(N1)C(=C(C(=C2)OCCO)C)C)C 2-((2-(2-(methoxymethyl)-7-methylquinoxalin-5-yl)-4,5-dimethylbenzo[d]thiazol-6-yl)oxy)ethanol